CN(C=1C=C(C=CC1C(=O)OC)[C@@H]1N(CCN(C1)CCC(F)(F)F)CC1=C2C=CN(C2=C(C=C1OC)C)C(=O)OC(C)(C)C)C tert-butyl (S)-4-((2-(3-(dimethylamino)-4-(methoxycarbonyl)phenyl)-4-(3,3,3-trifluoropropyl)piperazin-1-yl)methyl)-5-methoxy-7-methyl-1H-indole-1-carboxylate